O1CCOC2=C1C=CC(=C2)C=2N=C(SC2)NC(C2=C(C=CC=C2)NS(=O)(=O)C2=CC=C(C=C2)F)=O N-[4-(2,3-dihydro-1,4-benzodioxin-6-yl)-2-thiazolyl]-2-[[(4-fluorophenyl)sulfonyl]amino]-benzamide